C(C=C)N1C(N(C(N(C1)CC=C)=O)CC=C)=O 1,3,5-tris(prop-2-enyl)-1,3,5-triazin-2,4-dione